C(C)(C)(C)OC(CC[C@@H](C(=O)N)N1C(C2=CC=C(C=C2C1)C1=NC(=CC(=C1)N1CCN(CC1)C(C)=O)NCC1=CC=C(C=C1)OC)=O)=O (S)-4-(5-(4-(4-acetylpiperazin-yl)-6-((4-methoxybenzyl)amino)pyridin-2-yl)-1-oxoisoindolin-2-yl)-5-amino-5-oxopentanoic acid tert-butyl ester